3-(pyrimidin-4-yl)phenylboronic acid N1=CN=C(C=C1)C=1C=C(C=CC1)B(O)O